ClC=1C=C2C(NC(NC2=C(C1)F)=O)=O 6-chloro-8-fluoroquinazoline-2,4(1H,3H)-dione